4,6-bis(allyloxy)-N-butyl-1,3,5-triazine-2-amine C(C=C)OC1=NC(=NC(=N1)OCC=C)NCCCC